tert-Butyl N-[(3S,4R)-4-(difluoromethyl)pyrrolidin-3-yl]carbamate FC([C@H]1[C@@H](CNC1)NC(OC(C)(C)C)=O)F